BrC=1C=C(C=NC1)N[C@@H]1CN(CC1)C(=O)OC(C)(C)C tert-butyl (3S)-3-[(5-bromo-3-pyridyl)amino]pyrrolidine-1-carboxylate